IC1=CC(=C(C(=O)NC2=CSC3=C2C=NC=C3)C=C1)N1CCC3(CC3)CC1 4-iodo-2-(6-azaspiro[2.5]oct-6-yl)-N-(thieno[3,2-c]pyridin-3-yl)benzamide